2-((R)-3-hydroxypyrrolidin-1-yl)ethyl ((3S,5R,8R,9S,10S,13R,14S,17R)-14-hydroxy-10,13-dimethyl-17-(2-oxo-2H-pyran-5-yl)hexadecahydro-1H-cyclopenta[a]phenanthren-3-yl)(methyl)carbamate O[C@]12[C@@H]3CC[C@@H]4C[C@H](CC[C@@]4([C@H]3CC[C@@]2([C@H](CC1)C=1C=CC(OC1)=O)C)C)N(C(OCCN1C[C@@H](CC1)O)=O)C